N-(4-methoxy-5-((4-(3-methyl-1H-indol-1-yl)pyrimidin-2-yl)amino)-2-(piperazin-1-yl)Phenyl)acrylamide COC1=CC(=C(C=C1NC1=NC=CC(=N1)N1C=C(C2=CC=CC=C12)C)NC(C=C)=O)N1CCNCC1